ClCCCCCCOC1OCCCC1 2-((6-chlorohexyl)oxy)tetrahydro-2H-pyran